C(C)(=O)O[C@@H]1/C=C/[C@@H]([C@@H](OC(C[C@@H](CC[C@@]1(C)O)O)=O)/C(=C/C=C/[C@H](COC(=O)N1CSCC1)C)/C)C 3-thiazolidinecarboxylic acid [(2R,3E,5E)-6-[(2R,3S,4E,6R,7R,10R)-6-acetyloxy-7,10-dihydroxy-3,7-dimethyl-12-oxo-1-oxacyclododec-4-en-2-yl]-2-methylhepta-3,5-dienyl] ester